C(CCCCCCC\C=C/C\C=C/CCCCC)OCC(C)N 3-[(9Z,12Z)-octadecane-9,12-dien-1-yloxy]propan-2-amine